ClC1=C(C=CC=C1Cl)SC1=CN=C(N(C1=O)C)N1CCC2(CC1)CC1=CC=CC=C1C2 (5-((2,3-dichlorophenyl)thio)-1-methyl-6-oxo-1,6-dihydropyrimidin-2-yl)-1,3-dihydrospiro[indene-2,4'-piperidine]